[Mn].[Sr].[Sm] samarium-strontium-manganese